Cl.BrC=1C=CC2=C(C(=NCC=3N2C(=NN3)CN)C3=C(C=CC=C3F)F)C1Cl [8-bromo-7-chloro-6-(2,6-difluorophenyl)-4H-[1,2,4]triazolo[4,3-a][1,4]benzodiazepin-1-yl]methanamine hydrochloride